(S)-5-(4'-fluoro-[1,1'-biphenyl]-3-yl)-N-(piperidin-3-yl)-3-ureidothiophene-2-carboxamide FC1=CC=C(C=C1)C1=CC(=CC=C1)C1=CC(=C(S1)C(=O)N[C@@H]1CNCCC1)NC(=O)N